N(=[N+]=[N-])C(COCCOCCOCC)N Azido-3,6,9-trioxaundecan-1-amine